CN(CCCCCCCCCCC)C N,N-dimethyl-undecanamine